1-(3-((S)-2,3-dihydroxypropoxy)-4-methyl-1-phenyl-1H-pyrazol-5-yl)-3-((3S,4r)-1-(2-methoxyethyl)-4-(3,4,5-trifluorophenyl)pyrrolidin-3-yl)urea O[C@H](COC1=NN(C(=C1C)NC(=O)N[C@@H]1CN(C[C@H]1C1=CC(=C(C(=C1)F)F)F)CCOC)C1=CC=CC=C1)CO